1-N'-(4-fluorophenyl)-1-N-[4-[7-methoxy-6-(1-methylimidazol-4-yl)quinolin-4-yl]oxyphenyl]cyclopropane-1,1-dicarboxamide FC1=CC=C(C=C1)NC(=O)C1(CC1)C(=O)NC1=CC=C(C=C1)OC1=CC=NC2=CC(=C(C=C12)C=1N=CN(C1)C)OC